(9R,13S)-13-amino-3-(2H3)methyl-9-methyl-(10,11-2H2)-3,4,7,15-tetraazatricyclo[12.3.1.02,6]octadeca-1(18),2(6),4,14,16-pentaen-8-one N[C@H]1CC(C([C@H](C(NC=2C=NN(C2C=2C=CN=C1C2)C([2H])([2H])[2H])=O)C)[2H])[2H]